N'-cyclohexylcarbodiimide C1(CCCCC1)N=C=N